CC=1C=CC=2N(C1)C=C(N2)CN2C(C1=CN=CC(=C1C=C2)C2=NNC=C2)=O 2-((6-methylimidazo[1,2-a]pyridin-2-yl)methyl)-5-(1H-pyrazol-3-yl)-2,7-naphthyridin-1(2H)-one